3-amino-7-fluoro-8-(6-methoxy-4-methyl-3-oxo-3,4-dihydro-2H-benzo[b][1,4]Oxazine-7-yl)-N-propylimidazo[1,2-a]pyridine-2-carboxamide NC1=C(N=C2N1C=CC(=C2C=2C(=CC1=C(OCC(N1C)=O)C2)OC)F)C(=O)NCCC